COC1N(CC2(C1)CC(OC(C2)C)C)C(=O)[O-] 3-methoxy-7,9-dimethyl-8-oxa-2-azaspiro[4.5]decane-2-carboxylate